S(=O)(=O)(O)O.C(CCCCCCCCCCCCCCC)CCCCCCCCCCCCCCCCCC[Na] Cetylstearyl-sodium sulfate